6-cyclopropyl-4-(2-(4-methyl-4H-1,2,4-triazol-3-yl)phenyl)pyridineamide C1(CC1)C1=CC(=CC(=N1)C(=O)N)C1=C(C=CC=C1)C1=NN=CN1C